calcium beta-hydroxybutyrate hydroxymethyl-butyrate OCOC(CCC)=O.OC(CC(=O)[O-])C.[Ca+2].OC(CC(=O)[O-])C